NCC1=CC=C(C=C1)C=1N=C2SC3=C(N2C1)C=CC(=C3)C(=O)NCCCN3CCCCC3 2-(4-(aminomethyl)phenyl)-N-(3-(piperidin-1-yl)propyl)benzo[d]imidazo[2,1-b]thiazole-7-carboxamide